C1(CC1)C1=C2C=CC=C(C2=C(C=C1)C)N 5-cyclopropyl-8-methylnaphthalen-1-amine